ClC1=C(C2=C(NC(O[C@@]23CNC[C@@H](C3)C3CC3)=O)C=C1)F |r| (4R and S,5'S and R)-6-Chloro-5'-cyclopropyl-5-fluorospiro[benzo[d][1,3]oxazine-4,3'-piperidin]-2(1H)-one